NC=1C(=NC(=CN1)C=1C=NN(C1)C1CCN(CC1)C(=O)C1CCN(CC1)C(=O)OC(C)(C)C)C(=O)O[C@@H](C(=O)NC1=CC=C(C=C1)F)C1=CC=CC=C1 (R)-2-((4-fluorophenyl)amino)-2-oxo-1-phenylethyl 3-amino-6-(1-(1-(1-(tert-butoxycarbonyl) piperidine-4-carbonyl)piperidin-4-yl)-1H-pyrazol-4-yl)pyrazine-2-carboxylate